dimethyl-2,4-toluenediamine CC(C=1C(=CC(=CC1)N)N)C